C1=C(C=CC2=CC=CC=C12)C1=CC=C(C=C1)N(C1=CC=C(C=C1)C1=CC(=C(C=C1)Cl)Cl)C1=CC=C(C=C1)C1=CC2=CC=CC=C2C=C1 Bis{4-(naphthalen-2-yl)-phenyl}-(3,4-dichloro-biphenyl-4'-yl)-amine